1,5-bis(4-hydroxyphenylthio)-2,3-dioxapentane OC1=CC=C(C=C1)SCOOCCSC1=CC=C(C=C1)O